C1(CC1)COC1=CC(=C2C(NC(=NC2=C1)CSC1CCN(CC1)C1CCN(CC1)C1=C(C=C(C=C1)N1C(NC(CC1)=O)=O)F)=O)F 1-(4-(4-(((7-(cyclopropylmethoxy)-5-fluoro-4-oxo-3,4-dihydroquinazolin-2-yl)methyl)thio)-[1,4'-bipiperidin]-1'-yl)-3-fluorophenyl)dihydropyrimidine-2,4(1H,3H)-dione